NC[C@H]1CN(CC1)C(=O)C1=C(C=C(C=C1)NC(=O)C=1N(C(=CN1)C=1C(=NN(C1)C1=NC=C(C=C1)N)C(F)(F)F)C)Cl N-[4-[(3S)-3-(aminomethyl)pyrrolidine-1-carbonyl]-3-chloro-phenyl]-5-[1-(5-amino-2-pyridyl)-3-(trifluoromethyl)pyrazol-4-yl]-1-methyl-imidazole-2-carboxamide